3-methylcycloundecane-1,5-dione CC1CC(CCCCCCC(C1)=O)=O